C1(=CC=CC=C1)/C=1/C(=O)OC(\C1\C1=CC=CC=C1)=O 2,3-diphenylmaleic acid Anhydride